C(C)(C)S(=O)(=O)CC(=O)N 2-(Isopropylsulfonyl)acetamide